ClC1=C(C(=O)N(C)C)C=CC(=C1)NC1=NC=C(C(=N1)N[C@H](CO)C1=CC=CC=C1)C1=NC(=NO1)C(F)F 2-chloro-4-[[5-[3-(difluoromethyl)1,2,4-oxadiazol-5-yl]-4-[[(1S)-2-hydroxy-1-phenyl-ethyl]amino]pyrimidin-2-yl]amino]-N,N-dimethyl-benzamide